(6S)-6-amino-3-(2-hydroxyphenyl)-5H,7H,8H,9H-pyridazino[3,4-b]Indole-6-carboxylic acid N[C@@]1(CC=2C3=C(NC2CC1)N=NC(=C3)C3=C(C=CC=C3)O)C(=O)O